NC1=NC=NC(=N1)NC 2-amino-4-(methylamino)-1,3,5-triazine